1-((2-acrylamidothiazol-5-yl)methyl)-N-cyclohexylpiperidine-3-carboxamide C(C=C)(=O)NC=1SC(=CN1)CN1CC(CCC1)C(=O)NC1CCCCC1